perfluoro mercaptan FS